COC1=CC=C(CNC2=CC=CC=C2)C=C1 N-4-methoxybenzyl-aniline